tert-butyl 4-fluoro-2-(chloromethyl)-1H-indole-1-carboxylate FC1=C2C=C(N(C2=CC=C1)C(=O)OC(C)(C)C)CCl